BrC=1C=CC2=C(C(N(CO2)C(C(=O)OCC)C2=CC(=CC=C2)F)=O)C1 ethyl 2-(6-bromo-4-oxo-2H-benzo[e][1,3]oxazin-3(4H)-yl)-2-(3-fluorophenyl)acetate